CC1(CC[C@@H](N1)[C@H](O)C1=CC(=CC=C1)Cl)C (R)-[(R)-5,5-dimethyl-2-pyrrolidinyl](m-chlorophenyl)methanol